CC1(CC=C(N)C=C1)C1=CC=C(N)C=C1 1-methylbenzidine